FC=1C(=CC(=C(C1)CC(=O)N)C)[N+](=O)[O-] (5-Fluoro-2-methyl-4-nitrophenyl)acetamide